CC1=CC=2C(=NC(N2)=O)C=C1C 5,6-dimethyl-2-benzimidazolone